FC=1C=C(C=CC1)NC1=NC2=C(C3=CN=CC=C13)C=CC(=C2)C(=O)OC Methyl 5-((3-fluorophenyl)amino)benzo[c][2,6]naphthyridine-8-carboxylate